Methyl N-[[(5R)-3-[4-[4-(1,3-dimethylazetidin-3-yl)sulfonylphenyl]-3-fluoro-phenyl]-4,5-dihydroisoxazol-5-yl]methyl]carbamate CN1CC(C1)(C)S(=O)(=O)C1=CC=C(C=C1)C1=C(C=C(C=C1)C1=NO[C@H](C1)CNC(OC)=O)F